1-(5-((4-(4-methylthiophen-3-yl)piperazine-1-yl)methyl)-1-oxoisoindolin-2-yl)dihydropyrimidine-2,4(1H,3H)-dione CC=1C(=CSC1)N1CCN(CC1)CC=1C=C2CN(C(C2=CC1)=O)N1C(NC(CC1)=O)=O